methyl 5-[(4-anilino-5-methyl-pyrimidin-2-yl) amino]-2-bromo-benzoate N(C1=CC=CC=C1)C1=NC(=NC=C1C)NC=1C=CC(=C(C(=O)OC)C1)Br